3-bromo-N-(but-3-en-1-yl)-N-cyanobenzamide BrC=1C=C(C(=O)N(C#N)CCC=C)C=CC1